5-Fluoro-3-(4,4,5,5-tetramethyl-1,3,2-dioxaborolan-2-yl)-1-tosyl-1H-pyrrolo[2,3-b]pyridine FC=1C=C2C(=NC1)N(C=C2B2OC(C(O2)(C)C)(C)C)S(=O)(=O)C2=CC=C(C)C=C2